Cl.N1(CCNCC1)C12CCC(CC1)(CC2)N2N=C1C=C(C=CC1=C2)C(=O)OC methyl 2-(4-(piperazin-1-yl) bicyclo[2.2.2]octan-1-yl)-2H-indazole-6-carboxylate hydrochloride